5,6-dicarboxylbicyclo[2.2.1]Hept-2-ene C(=O)(O)C1C2C=CC(C1C(=O)O)C2